CC1(C=C(CCN1C(=O)OC(C)(C)C)OS(=O)(=O)C(F)(F)F)C tert-butyl 6,6-dimethyl-4-(((trifluoromethyl) sulfonyl) oxy)-3,6-dihydropyridine-1(2H)-carboxylate